COCC1N(CC1)C1=CC=CC2=C1N=C(O2)C2=C1C=C(N=CC1=C(N=C2)NC)NC(=O)C2CC2 N-(5-(4-(2-(methoxymethyl)azetidin-1-yl)benzo[d]oxazol-2-yl)-8-(methylamino)-2,7-naphthyridin-3-yl)cyclopropanecarboxamide